N-(5-chloro-8-quinolinyl)-3-isopropyl-imidazole-4-sulfonamide ClC1=C2C=CC=NC2=C(C=C1)NS(=O)(=O)C=1N(C=NC1)C(C)C